methyl 5-methoxy-3-methyl-2-(((trifluoromethyl)sulfonyl)oxy)imidazo[1,2-a]pyridine-7-carboxylate COC1=CC(=CC=2N1C(=C(N2)OS(=O)(=O)C(F)(F)F)C)C(=O)OC